5-CHLORO-3-METHYL-1H-INDOLE-2-CARBALDEHYDE ClC=1C=C2C(=C(NC2=CC1)C=O)C